C(C1=CC=CC=C1)N1C=C(C=2C1=NC=C(C2)C=2C(=NOC2C)C)C=2C=C(C=CC2)S(=O)(=O)N 3-(1-benzyl-5-(3,5-dimethylisoxazol-4-yl)-1H-pyrrolo[2,3-b]pyridin-3-yl)benzenesulfonamide